L-tyrosine-13C9 [13CH]1=[13CH][13C](=[13CH][13CH]=[13C]1[13CH2][13C@@H]([13C](=O)O)N)O